7-[1-(1-Cyano-4-piperidyl)-5-methyl-triazol-4-yl]-5-[1-(5-methylpyridazin-3-yl)ethoxy]imidazo[1,2-a]pyridine-3-carbonitrile C(#N)N1CCC(CC1)N1N=NC(=C1C)C1=CC=2N(C(=C1)OC(C)C=1N=NC=C(C1)C)C(=CN2)C#N